P(=O)(=O)NC1=NC=C2NC=NC2=N1 phosphoaminopurine